4-[2-[(5-fluoro-2-pyridyl)oxymethyl]imidazo[1,2-a]pyrimidin-6-yl]-3-methoxy-benzonitrile FC=1C=CC(=NC1)OCC=1N=C2N(C=C(C=N2)C2=C(C=C(C#N)C=C2)OC)C1